FC1=CC(=NC=C1)NC1=CC(=C(N=N1)C(=O)NC([2H])([2H])[2H])NC1=NC=CC(=C1OC)C1=NC=C(C=N1)F 6-[(4-Fluoropyridin-2-yl)amino]-4-{[4-(5-Fluoropyrimidin-2-yl)-3-methoxypyridin-2-yl]amino}-N-(2H3)methylpyridazine-3-carboxamide